BrC=1C=C2CNC(C2=CC1)=O 5-bromo-2,3-dihydroisoindol-1-one